N1C=C(C2=CC=CC=C12)NC(=O)N1CCN(C2=CC=CC=C12)C1=CC=CC=C1 N-(1H-indol-3-yl)-4-phenyl-3,4-dihydroquinoxaline-1(2H)-carboxamide